(3S)-1-[(2R)-2-[[4-(2-chloro-4-fluoro-phenyl)-7-quinolyl]oxy]propanoyl]pyrrolidine-3-carboxylic acid ClC1=C(C=CC(=C1)F)C1=CC=NC2=CC(=CC=C12)O[C@@H](C(=O)N1C[C@H](CC1)C(=O)O)C